C(C)(C)N(P(N(C(C)C)C(C)C)OCC1=C(C=CC=C1)C(=O)OC(C)C)C(C)C N,N,N',N'-tetraisopropyl-1-(2-(1-isopropyloxycarbonyl)benzyloxy)phosphanediamine